N-[2-(1,1-Dimethylethyl)phenyl]-2-oxoglycyl-N-[(1S)-1-(carboxymethyl)-2-oxo-3-(2,3,5,6-tetrafluorophenoxy)propyl]-L-alaninamide CC(C)(C)C1=C(C=CC=C1)NC(C(=O)N[C@@H](C)C(=O)N[C@H](C(COC1=C(C(=CC(=C1F)F)F)F)=O)CC(=O)O)=O